2'-deoxy-5-methoxycarbonyluridine COC(=O)C=1C(NC(N([C@H]2C[C@H](O)[C@@H](CO)O2)C1)=O)=O